(R)-2-(3,4-difluoro-5-isopropyl-2-methoxyphenyl)-2-((R)-3-(methyl(5-(5,6,7,8-tetrahydro-1,8-naphthyridin-2-yl)pentyl)amino)pyrrolidin-1-yl)acetic acid FC=1C(=C(C=C(C1F)C(C)C)[C@H](C(=O)O)N1C[C@@H](CC1)N(CCCCCC1=NC=2NCCCC2C=C1)C)OC